(S)-1-(2-cyano-1-(4-(ethylsulfonyl)phenyl)ethyl)-3-(3-fluoro-5-(trifluoromethyl)phenyl)urea C(#N)C[C@@H](C1=CC=C(C=C1)S(=O)(=O)CC)NC(=O)NC1=CC(=CC(=C1)C(F)(F)F)F